[Si](C)(C)(C(C)(C)C)C1=CC=C(C=CC(=O)O)C=C1 4-tert-butyldimethylsilyl-cinnamic acid